ClC=1C=C2C(C(=CN(C2=CC1N1C(CC[C@@H]1COC1=NC=CC=C1)=O)C1=NC=CN=C1)C(=O)O)=O (R)-6-chloro-4-oxo-7-(2-oxo-5-((pyridin-2-yloxy)methyl)pyrrolidin-1-yl)-1-(pyrazin-2-yl)-1,4-dihydro-quinoline-3-carboxylic acid